6-bromo-4-methyl-1,2,3,4-tetrahydroquinoline BrC=1C=C2C(CCNC2=CC1)C